EthylmethaneSulphonate potassium [K+].C(C)CS(=O)(=O)[O-]